3-sulfopropyldimethyl-3-methacrylamidopropylammonium S(=O)(=O)(O)CCC[N+](CCCNC(C(=C)C)=O)(C)C